3'-(benzyloxy)-4-(pyrimidin-4-yl)biphenyl-2-carbaldehyde C(C1=CC=CC=C1)OC=1C=C(C=CC1)C=1C(=CC(=CC1)C1=NC=NC=C1)C=O